tert-butyl 6-(methylcarbamoyl)-3,4-dihydroisoquinoline-2(1H)-carboxylate CNC(=O)C=1C=C2CCN(CC2=CC1)C(=O)OC(C)(C)C